BrC1=CC=2C3=C(C=NC2C=C1F)N(C(C31CC(C1)OC)=O)C cis-8'-Bromo-7'-fluoro-3-methoxy-3'-methylspiro[cyclobutane-1,1'-pyrrolo[2,3-c]quinolin]-2'(3'H)-one